5-chloro-3-fluoro-2-(((2-toluenesulfonyl-hydrazino)methyl)phenyl)piperazine-1-carboxylic acid tert-butyl ester C(C)(C)(C)OC(=O)N1C(C(NC(C1)Cl)F)C1=C(C=CC=C1)CNNS(=O)(=O)CC1=CC=CC=C1